(2S,4r)-1-[(2S)-2-(4-cyclopropyl-triazol-1-yl)-3,3-dimethyl-butyryl]-4-hydroxy-N-(3-pyrrol-1-ylpropyl)pyrrolidine-2-carboxamide C1(CC1)C=1N=NN(C1)[C@H](C(=O)N1[C@@H](C[C@H](C1)O)C(=O)NCCCN1C=CC=C1)C(C)(C)C